C(#N)C=1C=NN2C1N=C(C=C2NCC2=C(C=C(C=C2)C2=CC=CC=C2)F)NC[C@@H]2[C@H](CN(CC2)C(=O)OC(C)(C)C)O tert-butyl (3R,4R)-4-(((3-cyano-7-(((3-fluoro-[1,1'-biphenyl]-4-yl) methyl) amino) pyrazolo[1,5-a]pyrimidin-5-yl) amino) methyl)-3-hydroxypiperidine-1-carboxylate